C(C)(C)(C)OC(=O)N1CC=2C=CC(=NC2CC1)C(C)O 2-(1-hydroxyethyl)-7,8-dihydro-1,6-naphthyridine-6(5H)-carboxylic acid tert-butyl ester